N-((1r,3S)-3-((8-Cyanoquinolin-5-yl)oxy)-2,2,4,4-tetramethylcyclobutyl)-3-fluoro-4-((S)-3-formylpyrrolidin-1-yl)benzamide C(#N)C=1C=CC(=C2C=CC=NC12)OC1C(C(C1(C)C)NC(C1=CC(=C(C=C1)N1C[C@H](CC1)C=O)F)=O)(C)C